acrylic acid perfluorodecyl-acrylate FC(=C(C(=O)O)C(C(C(C(C(C(C(C(C(C(F)(F)F)(F)F)(F)F)(F)F)(F)F)(F)F)(F)F)(F)F)(F)F)(F)F)F.C(C=C)(=O)O